NC(CCCCCCCCCCC)O amino-dodecanol